1-Ethylnaphthalin C(C)C1=CC=CC2=CC=CC=C12